(+)-(R)-ethyl 2-(2-((7-(2-((1,1-dimethylethylsulfinamido)methyl)-3-fluoropyridin-4-yl)benzofuran-5-yl)methoxy)-4-methylphenyl)acetate CC(C)([S@@](=O)NCC1=NC=CC(=C1F)C1=CC(=CC=2C=COC21)COC2=C(C=CC(=C2)C)CC(=O)OCC)C